(E)-1-[4-[(Z)-2-Amino-3-[amino-[2-(2,4-difluorophenyl)-2-hydroxy-3-(1,2,4-triazol-1-yl)propyl]amino]prop-2-enoxy]phenyl]-3-(4-methoxyphenyl)prop-2-en-1-one N\C(\COC1=CC=C(C=C1)C(\C=C\C1=CC=C(C=C1)OC)=O)=C/N(CC(CN1N=CN=C1)(O)C1=C(C=C(C=C1)F)F)N